ClC1=CC=C(C=C1)C1=CC(=NC(=N1)C=1C=NN(C1)C)C(=O)N[C@@H](C)C1=C(C=CC=C1)C(F)(F)F (S)-6-(4-chlorophenyl)-N-(1-(o-trifluoromethylphenyl)ethyl)-2-(1-methyl-1H-pyrazol-4-yl)pyrimidine-4-formamide